N1=C(C=CC=C1)CCC=O 3-(PYRIDIN-2-YL)PROPANAL